2,3-diallyl-5-bromoisoindolin-1-one C(C=C)N1C(C2=CC=C(C=C2C1CC=C)Br)=O